COC1=CC=C(C=C1)CCCOCC=1N=C(OC1)N(CC=1SC=CC1)CC=1SC=CC1 4-((3-(4-methoxyphenyl)propoxy)methyl)-N,N-bis(thiophen-2-ylmethyl)oxazol-2-amine